ClC1=CC(=NC=C1)[C@H](CC=C)NC(OC(C)(C)C)=O (S)-tertbutyl (1-(4-chloropyridin-2-yl)but-3-en-1-yl)carbamate